1-hydroxyethylimidazole 6-methyl-2-thioxo-1,2,3,4-tetrahydropyrimidine-5-carboxylate CC1=C(CNC(N1)=S)C(=O)O.OC(C)C=1NC=CN1